(R)-(1-(4-fluorophenyl)-6-((1-propyl-1H-1,2,3-triazol-4-yl)sulfonyl)-4,4a,5,6,7,8-hexahydro-1H-pyrazolo[3,4-g]isoquinolin-4a-yl)(thiazol-4-yl)methanone FC1=CC=C(C=C1)N1N=CC2=C1C=C1CCN(C[C@]1(C2)C(=O)C=2N=CSC2)S(=O)(=O)C=2N=NN(C2)CCC